2,6-dibromo-N-(2-hydroxyethyl)pyridin-4-amine BrC1=NC(=CC(=C1)NCCO)Br